C(C=C)C(C(=O)O)OCCC(C)C.C(CO)(=O)O GLYCOLATE (allyl 2-(isopentyloxy)acetate)